(R)-N-(4-(2-((1-(5-chloro-6-oxo-1,6-dihydropyridazin-4-yl)pyrrolidin-3-yl)oxy)pyridin-4-yl)-3-fluorophenyl)benzamide ClC1=C(C=NNC1=O)N1C[C@@H](CC1)OC1=NC=CC(=C1)C1=C(C=C(C=C1)NC(C1=CC=CC=C1)=O)F